2-amino-N-[5-(2-cyanopyrimidin-5-yl)-2-methoxyphenyl]-6-(methoxymethyl)nicotinamide NC1=C(C(=O)NC2=C(C=CC(=C2)C=2C=NC(=NC2)C#N)OC)C=CC(=N1)COC